ClC=1C=C2C3=C(N(C2=C(C1)C=1C=NC(=CC1)Cl)CC(F)(F)F)C=NC=C3 6-Chloro-8-(6-chloro-pyridin-3-yl)-9-(2,2,2-trifluoro-ethyl)-9H-pyrido[3,4-b]indole